N-(3-Ethyl-3,5,5-trimethylcyclohexyl)-3-(formylamino)-2-hydroxybenzamid C(C)C1(CC(CC(C1)(C)C)NC(C1=C(C(=CC=C1)NC=O)O)=O)C